C1(CC1)CN1CC2=C(CC1)SC(=C2)C=2C=C(C(=C(C2)NS(=O)(=O)C=C)O)OC N-(5-(5-(cyclopropylmethyl)-4,5,6,7-tetrahydrothieno[3,2-c]pyridin-2-yl)-2-hydroxy-3-methoxyphenyl)ethenesulfonamide